C(CCCCCCC\C=C/CCCCCC)(=O)OCC(O)CO glycerol monopalmitoleate